2-chloro-5-hydroxy-1,7-naphthyridine-6-carboxylic acid ethyl ester C(C)OC(=O)C=1C(=C2C=CC(=NC2=CN1)Cl)O